methyl (R)-4-(2-(difluoromethyl)-3,5-difluorophenyl)-2-(fluoromethyl)-5-oxo-1,4,5,7-tetrahydrofuro[3,4-b]pyridine-3-carboxylate FC(C1=C(C=C(C=C1F)F)[C@@H]1C2=C(NC(=C1C(=O)OC)CF)COC2=O)F